((2r,3r,4r,5r,6r)-6-(4-azidobenzyl)-3,4,5-tris((trimethylsilyl)oxy)tetrahydro-2H-pyran-2-yl)methanol N(=[N+]=[N-])C1=CC=C(C[C@@H]2[C@H]([C@H]([C@@H]([C@H](O2)CO)O[Si](C)(C)C)O[Si](C)(C)C)O[Si](C)(C)C)C=C1